FC1=C(C=CC=C1)C(C(=O)O)(C)O (2-fluorophenyl)-2-hydroxypropionic acid